C=1(C(=CC=CC1)C(=O)[O-])C=CC1=CC=CC=C1 stilbenecarboxylate